FC(C(=O)OC(C(F)(F)F)C(F)(F)F)=C hexafluoroisopropyl α-fluoroacrylate